C1=C(C=CC2=CC=CC=C12)OCCO ethylene glycol mono(2-naphthyl) ether